COC1=C2C(=C(N=N1)C)NN=C2 4-methoxy-7-methyl-1H-pyrazolo[3,4-d]pyridazine